2-(4-Fluoro-2-methylphenoxy)-N-(4-fluoro-3-(sulfamoylamino)phenyl)-5-(trifluoromethyl)benzamide FC1=CC(=C(OC2=C(C(=O)NC3=CC(=C(C=C3)F)NS(N)(=O)=O)C=C(C=C2)C(F)(F)F)C=C1)C